morpholine-ethanesulfonic acid N1(CCOCC1)CCS(=O)(=O)O